beta-hydroxyethyl phosphate P(=O)(OCCO)([O-])[O-]